ClC=1N(C(C2=CC(=CC(=C2C1)C(C)O)C)=O)C 3-chloro-5-(1-hydroxyethyl)-2,7-dimethylisoquinolin-1(2H)-one